FC(C1=CC=C(C=C1)C=1C=CC=C2C=C(NC12)C(=O)O)(F)F 7-(4-(trifluoromethyl)phenyl)-1H-indole-2-carboxylic acid